C(C1=CC=CC=C1)(=O)C1=C(C=CC(=C1)Cl)NC(=O)[C@]1(N(C=CC1)CC1=CC(=C(C=C1)Cl)Cl)C.[Ni+2] Nickel (II) (S)-N-(2-benzoyl-4-chlorophenyl)-1-(3,4-dichlorobenzyl)-2-methylpyrrole-2-carboxamide